5-(3'-(tert-butyl)-4,6-dihydroxy-[1,1'-biphenyl]-3-yl)-N-ethyl-4-(4-(morpholinomethyl)phenyl)isoxazole-3-carboxamide C(C)(C)(C)C=1C=C(C=CC1)C1=CC(=C(C=C1O)O)C1=C(C(=NO1)C(=O)NCC)C1=CC=C(C=C1)CN1CCOCC1